COC([C@H](CC1=C2C=CC=NC2=C(C=C1)NC(NC1=C(C(=O)OC)C=CC=N1)=O)NC(C1=CC=CC=C1)(C1=CC=CC=C1)C1=CC=CC=C1)=O methyl (S)-2-(3-(5-(3-methoxy-3-oxo-2-(tritylamino)propyl)quinolin-8-yl)ureido)nicotinate